NC=1C=NN2C1N=C(C=C2)C=2C=C1C(=NN(C1=CC2)C(C)C)COC2=C(C=CC=C2)CC(=O)O 2-(2-((5-(3-aminopyrazolo[1,5-a]pyrimidin-5-yl)-1-isopropyl-1H-indazol-3-yl)methoxy)phenyl)acetic acid